tert-butyl N-[(3R)-7-(5-tert-butyl-1,3,4-oxadiazol-2-yl)-5-[(4-chlorophenyl)methyl]-8-(dimethylamino)-1,1,4-trioxo-2,3-dihydro-1λ6,5-benzothiazepin-3-yl]carbamate C(C)(C)(C)C1=NN=C(O1)C=1C(=CC2=C(N(C([C@H](CS2(=O)=O)NC(OC(C)(C)C)=O)=O)CC2=CC=C(C=C2)Cl)C1)N(C)C